tert-Butyl 4-(1-methyl-1H-tetrazol-5-yl)piperidine-1-carboxylate CN1N=NN=C1C1CCN(CC1)C(=O)OC(C)(C)C